BrC=1C=C(C(=NC1)C(=O)NC=1SC=C(N1)C1=C(C=CC=C1)Cl)C 5-bromo-N-(4-(2-chlorophenyl)thiazol-2-yl)-3-methylpyridinamide